1-[2-(4-chloro-2-fluorophenyl)-3-(pyridin-4-yl)-6,7-dihydropyrazolo[1,5-a]pyrazin-5(4H)-yl]-4-(morpholin-4-yl)but-2-yn-1-one ClC1=CC(=C(C=C1)C1=NN2C(CN(CC2)C(C#CCN2CCOCC2)=O)=C1C1=CC=NC=C1)F